C(C)(=O)C1=NN(C2=CC=C(C=C12)C=1C=NC(=CC1)OC)CC(=O)N1[C@@H](CCC1)C(=O)NC1=NC(=CC=C1)C (S)-1-(2-(3-acetyl-5-(6-methoxypyridin-3-yl)-1H-indazol-1-yl)acetyl)-N-(6-methylpyridin-2-yl)pyrrolidine-2-carboxamide